2-iodo-N-tetrahydropyran-4-yl-3-(trifluoromethylsulfanyl)pyrazolo[1,5-a]pyridin-7-amine IC1=NN2C(C=CC=C2NC2CCOCC2)=C1SC(F)(F)F